4-(carboxymethyl)-2-(1-cyclopropyl-1H-pyrazol-4-yl)thiazole-5-carboxylic acid C(=O)(O)CC=1N=C(SC1C(=O)O)C=1C=NN(C1)C1CC1